N[C@H]1[C@H](CCCCC1)C1=C(C2=NC(=CC(=C2S1)NCC=1SC=CC1)Cl)Br ((1S,2R)-2-aminocycloheptyl)-3-bromo-5-chloro-N-(thiophen-2-ylmethyl)thieno[3,2-b]pyridin-7-amine